NC1=C(C=C2N=CC=NC2=C1C1=C(C(=CC=C1C)O)C)C(=O)N 7-Amino-8-(3-hydroxy-2,6-dimethylphenyl)quinoxaline-6-carboxamide